N1CC(OCC1)CNC1=CC(=NC=C1C(F)(F)F)NC=1N=CC(=NC1)C#N 5-[[4-[[morpholin-2-yl]methylamino]-5-(trifluoromethyl)-2-pyridinyl]amino]pyrazine-2-carbonitrile